Cl.CN([C@H](C(=O)N)CC1=CC(=CC=C1)F)C (S)-2-(dimethylamino)-3-(3-fluorophenyl)propanamide hydrochloride